3-amino-N-[(2R)-5-fluoro-6-{9-oxa-3,7-diazabicyclo[3.3.1]nonan-3-yl}-1,2,3,4-tetrahydronaphthalen-2-yl]-6-methylthieno[2,3-b]pyridine-2-carboxamide NC1=C(SC2=NC(=CC=C21)C)C(=O)N[C@H]2CC1=CC=C(C(=C1CC2)F)N2CC1CNCC(C2)O1